3-bromo-7-cyanoimidazolo[1,2-A]pyridine BrC1=CN=C2N1C=CC(=C2)C#N